2-bromo-4H-thieno[3,2-b]pyrrole-5-carboxylic acid methyl ester COC(=O)C1=CC2=C(N1)C=C(S2)Br